OC=1C=C2C(=NN(C2=CC1)C1=CC=C(C=C1)C(F)(F)F)CNC(OC(C)(C)C)=O tert-butyl ((5-hydroxy-1-(4-(trifluoromethyl)phenyl)-1H-indazol-3-yl)methyl)carbamate